C(C1=CC=CC=C1)N(C(=O)NC[C@@H](C(=O)OCC1=CC=CC=C1)NC(=O)C=1C(=C2CCN(C(C2=CC1Cl)=O)CC1=CC(=CC=C1)F)Cl)C benzyl (2S)-3-[[benzyl(methyl)carbamoyl]amino]-2-[[5,7-dichloro-2-[(3-fluorophenyl)methyl]-1-oxo-3,4-dihydroisoquinoline-6-carbonyl] amino]propanoate